[4-(5-tert-butyl-1,2,4-oxadiazol-3-yl)phenyl]-[6-[5-(trifluoromethyl)pyrazol-1-yl]-2-azaspiro[3.3]heptan-2-yl]methanone C(C)(C)(C)C1=NC(=NO1)C1=CC=C(C=C1)C(=O)N1CC2(C1)CC(C2)N2N=CC=C2C(F)(F)F